2-methyl-1,4-bis(2-ethylhexyloxycarbonyloxy)naphthalene CC1=C(C2=CC=CC=C2C(=C1)OC(=O)OCC(CCCC)CC)OC(=O)OCC(CCCC)CC